2-(1-(8-ethoxyquinazolin-4-yl)azetidin-3-yl)ethanamine 2,2,2-trifluoroacetate FC(C(=O)O)(F)F.C(C)OC=1C=CC=C2C(=NC=NC12)N1CC(C1)CCN